Dimethylsilylene-bis(2,4,6-triisopropyl-indenyl)zirconium dichloride [Cl-].[Cl-].C[Si](=[Zr+2](C1C(=CC2=C(C=C(C=C12)C(C)C)C(C)C)C(C)C)C1C(=CC2=C(C=C(C=C12)C(C)C)C(C)C)C(C)C)C